3,5-dinitrophenylboronic acid [N+](=O)([O-])C=1C=C(C=C(C1)[N+](=O)[O-])B(O)O